ClC1=C(C(=CC=C1)[C@@H]1CN[C@@H](CO1)C(C)C)NC(=O)N1CCC(CC1)(C)C1=NOC(=N1)C1CC1 |r| Rac-N-{2-chloro-6-[(2r,5r)-5-(propan-2-yl)morpholin-2-yl]phenyl}-4-(5-cyclopropyl-1,2,4-oxadiazol-3-yl)-4-methylpiperidine-1-carboxamide